2-(4-chlorophenoxy)-N-[1-[[2-oxo-2-[3-cis-(trifluoromethoxy)cyclobutyl]ethyl]amino]-3-bicyclo[1.1.1]pentanyl]acetamide ClC1=CC=C(OCC(=O)NC23CC(C2)(C3)NCC(C3(CCC3)OC(F)(F)F)=O)C=C1